CCCC(CC(C)O)C(=O)O 4-Hydroxyvalproic acid